FC(C1=NC(=CC(=N1)NC1=NC=C(C(=C1)OC(F)(F)F)C=1C=NN(C1)C[C@@H](C)NC)N)F (R)-2-(difluoromethyl)-N4-(5-(1-(2-(methylamino)propyl)-1H-pyrazol-4-yl)-4-(trifluoromethoxy)pyridin-2-yl)pyrimidine-4,6-diamine